(S)-4-(dimethylamino)-N-(1,2,3,4-tetrahydronaphthalen-1-yl)-1H-pyrrolo[2,3-b]pyridine CN(C1=C2C(=NC=C1)N(C=C2)[C@H]2CCCC1=CC=CC=C21)C